C(C)(C)(C)OC(=O)N1[C@@H](C[C@H](C1)O)C(N[C@@H](C)C1=CC=C(C=C1)C#N)=O.C1(CC1)NC(=O)C=1C(=NC(=NC1)S(=O)(=O)C)C1=CC(=C(C=C1)OC)OC N-cyclopropyl-4-(3,4-dimethoxyphenyl)-2-(methylsulfonyl)pyrimidine-5-carboxamide tert-Butyl-(2S,4R)-2-(((S)-1-(4-cyanophenyl)ethyl)carbamoyl)-4-hydroxypyrrolidine-1-carboxylate